C(CC)N(C1CCC=2C=CC=C(C2C1)O)CCC 7-(dipropylamino)-5,6,7,8-tetrahydronaphthalen-1-ol